4-(4-Chloro-3-(trifluoromethoxy)phenyl)piperidine ClC1=C(C=C(C=C1)C1CCNCC1)OC(F)(F)F